ClC1=NC(=C(C(=N1)N1C[C@H](N[C@H](C1)C)C)[N+](=O)[O-])CC1(CCCC2=CC=CC=C12)C(=O)OC (2R,6S)-4-(2-chloro-6-((1-(methoxycarbonyl)-1,2,3,4-tetrahydronaphthalen-1-yl)methyl)-5-nitropyrimidin-4-yl)-2,6-dimethylpiperazine